ClC1=C(C(=O)O)C=CC(=N1)N1N=C(C=C1)OCC1(CCC1)C(F)(F)F 2-chloro-6-[3-(1-trifluoromethyl-cyclobutylmethoxy)-pyrazole-1-yl]nicotinic acid